Ethyl (1r,4r)-4-(5-((2-(2-(2-((2S,3S)-1-methyl-5-oxo-2-(pyridin-3-yl)pyrrolidine-3-carboxamido)ethoxy)ethoxy)ethyl)carbamoyl)pyridin-2-yl)cyclohexane-1-carboxylate CN1[C@@H]([C@H](CC1=O)C(=O)NCCOCCOCCNC(=O)C=1C=CC(=NC1)C1CCC(CC1)C(=O)OCC)C=1C=NC=CC1